N1N=CC2=CC(=CC=C12)C(=O)N 1H-indazole-5-carboxamide